C(C)(C)(C)C1=NN2C(NC=3C(=C2)CN(C3)CC3CCOCC3)=C1 2-tert-butyl-6-(tetrahydro-2H-pyran-4-ylmethyl)-6,7-dihydro-4H-pyrazolo[1,5-a]pyrrolo[3,4-d]pyrimidine